C[C@](N)(CC1=CC=CC=C1)C(=O)O alpha-methyl-phenylalanine